2-(1-aminoethyl)-5-chloro-3-(3-fluoro-3-(hydroxymethyl)cyclobutyl)quinazolin-4(3H)-one hydrochloride Cl.NC(C)C1=NC2=CC=CC(=C2C(N1C1CC(C1)(CO)F)=O)Cl